BrC1=NNC(=N1)C=1N=C2N(C=CC(=N2)C(=O)OC)C1C=1N=CNC1 methyl 2-(3-bromo-1H-1,2,4-triazol-5-yl)-3-(1H-imidazol-4-yl)imidazo[1,2-a]pyrimidine-7-carboxylate